2-(4-[3-[5-chloro-2-(difluoromethoxy)phenyl]-4-[pyrazolo[1,5-a]pyrimidin-3-ylamino]-1H-pyrazol-1-yl]piperidin-1-yl)acetic acid ethyl ester C(C)OC(CN1CCC(CC1)N1N=C(C(=C1)NC=1C=NN2C1N=CC=C2)C2=C(C=CC(=C2)Cl)OC(F)F)=O